(S)-2-(1,3-dimethyl-2,6-dioxo-1,2,3,6-tetrahydro-7H-purin-7-yl)-N-(4-(2-(trifluoromethyl)pyrimidin-5-yl)thiazol-2-yl)propionamide CN1C(N(C=2N=CN(C2C1=O)[C@H](C(=O)NC=1SC=C(N1)C=1C=NC(=NC1)C(F)(F)F)C)C)=O